(E)-N-(5-((5-((3-amino-3-iminopropyl)carbamoyl)-1-methyl-1H-pyrrol-3-yl)carbamoyl)-1-methyl-1H-pyrrol-3-yl)-6-(4-(dimethylamino)styryl)nicotinamide NC(CCNC(=O)C1=CC(=CN1C)NC(=O)C1=CC(=CN1C)NC(C1=CN=C(C=C1)\C=C\C1=CC=C(C=C1)N(C)C)=O)=N